(3R)-4-amino-7-fluoro-N,3-dimethyl-N-((5R)-2-(trifluoromethyl)-6,7-dihydro-5H-cyclopenta[b]pyridin-5-yl)-1,3-dihydrofuro[3,4-c]quinoline-8-carboxamide NC1=NC=2C=C(C(=CC2C2=C1[C@H](OC2)C)C(=O)N([C@@H]2CCC1=NC(=CC=C12)C(F)(F)F)C)F